COC1=CC=C(C2=C1C(=NO2)N)C2=CC=CC=C2 4-methoxy-7-phenylbenzo[d]isoxazol-3-amine